dichloro(3,3,3-trifluoropropyl)(methyl)silane Cl[Si](C)(CCC(F)(F)F)Cl